nickel(0) bis(di-tert-butyl fumarate) C(C)(C)(C)\C(=C(/C(=O)O)\C(C)(C)C)\C(=O)O.C(C)(C)(C)\C(=C(/C(=O)O)\C(C)(C)C)\C(=O)O.[Ni]